C1(CC12CCNCC2)CNC2=CC(=CC(=C2)Cl)Cl N-((6-azaspiro[2.5]oct-1-yl)methyl)-3,5-dichloroaniline